ClC1=CC=C(CN2C(=NC=3N(C(N(C(C23)=O)CCCO)=O)C)CC2=C(C=CC(=C2)OC(F)(F)F)OC)C=C1 (4-chlorobenzyl)-1-(3-hydroxypropyl)-8-(2-methoxy-5-(trifluoromethoxy)benzyl)-3-methyl-1H-purine-2,6(3H,7H)-dione